NC1=CC(=C2C(CCCCCC[C@@](C3=NN=C(C1=N2)O3)(C(F)(F)F)O)=NO)C(F)(F)F (6R)-17-amino-6-hydroxy-6,15-bis(trifluoromethyl)-19-oxa-3,4,18-triazatricyclo[12.3.1.12,5]nonadeca-1(18),2,4,14,16-pentaen-13-one oxime